6-[(8-Chlorochinolin-2-yl)amino]pyridin ClC=1C=CC=C2C=CC(=NC12)NC1=CC=CC=N1